CC(CO)O 2,3-Propandiol